C(C)(C)(C)OC(=O)N1C[C@H](CC1)N1N=C(C(=C1NCCBr)C#N)C#CC1=CC(=CC(=C1)OC)OC (S)-3-(5-((2-bromoethyl)amino)-4-cyano-3-((3,5-dimethoxyphenyl)ethynyl)-1H-pyrazol-1-yl)pyrrolidine-1-carboxylic acid tert-butyl ester